FC1=C2C=CNC2=CC(=C1OC=1C=CC(=C(C1)C=1NC(=CN1)[C@H](C([2H])([2H])[2H])C=1C(=C(C=CC1)CC(=O)O)F)F)F (R)-2-(3-(1-(2-(5-((4,6-difluoro-1H-indol-5-yl)oxy)-2-fluorophenyl)-1H-imidazol-5-yl)ethyl-2,2,2-d3)-2-fluorophenyl)acetic acid